C(C)(C)(C)C=1C=C(C=C(C1O)C(C)(C)C)C=C(C#N)C1=CC=C(C=C1)OC(F)(F)F 3-(3,5-Di-Tert-Butyl-4-Hydroxy-Phenyl)-2-(4-Trifluoromethoxy-Phenyl)-Acrylonitrile